N-(5-(2-((1R,4S)-2-azabicyclo[2.2.1]heptan-2-yl)acetamido)-2-methylpyridin-3-yl)-2-(1-(2-methoxyethyl)-1H-pyrazol-4-yl)pyrazolo[5,1-b]thiazole-7-carboxamide [C@@H]12N(C[C@@H](CC1)C2)CC(=O)NC=2C=C(C(=NC2)C)NC(=O)C=2C=NN1C2SC(=C1)C=1C=NN(C1)CCOC